5-(3-chloro-4-hydroxyphenyl)-1,2,4-oxadiazole ClC=1C=C(C=CC1O)C1=NC=NO1